OCCCOC1=C(C(=O)N)C=CC(=C1)C1=NC=CN=C1NC1=CC=C(C=C1)C(F)(F)F 2-(3-hydroxypropoxy)-4-[3-[4-(trifluoromethyl)anilino]pyrazin-2-yl]benzamide